CC1=C(C(=CC(=C1)N)C)N 2,6-dimethyl-1,4-phenylenediamine